N-(4-(((1r,4r)-4-Aminocyclohexyl)oxy)-3-(4-methoxy-1-methyl-6-oxo-1,6-dihydropyridin-3-yl)phenyl)ethanesulfonamide NC1CCC(CC1)OC1=C(C=C(C=C1)NS(=O)(=O)CC)C1=CN(C(C=C1OC)=O)C